C1(CC1)NC1=NC(=NC=C1C(F)(F)F)NC=1C=C2CCN(CC2=CC1)C(=O)OC(C)(C)C tert-Butyl 6-((4-(cyclopropylamino)-5-(trifluoromethyl)pyrimidin-2-yl)amino)-3,4-dihydroisoquinoline-2(1H)-carboxylate